F[C@@H]1CN(C[C@H](C1)NC1=NC=C(C(=N1)NC(C)C)[N+](=O)[O-])C(=O)OCC1=CC=CC=C1 Benzyl (3S,5S)-3-fluoro-5-((4-(isopropylamino)-5-nitropyrimidin-2-yl)amino)piperidine-1-carboxylate